(R)-3-(3-fluoro-4-(6-(2-cyclopropyl-2H-tetrazol-5-yl)pyridin-3-yl)phenyl)-5-(hydroxylmethyl)oxazolidin-2-one phosphate P(=O)(O)(O)O.FC=1C=C(C=CC1C=1C=NC(=CC1)C=1N=NN(N1)C1CC1)N1C(O[C@H](C1)CO)=O